FCCN1CCN(CC1)C1=NC=C(C=C1)B1OC(C)(C)C(C)(C)O1 2-(4-(2-fluoroethyl)piperazin-1-yl)pyridine-5-boronic acid pinacol ester